C(C)(C)(C)OC(=O)N1CCC(CC1)COC1=COC(=CC1=O)CN1CC2=CC=C(C=C2C1)C=1OC=NN1 4-(((6-((5-(1,3,4-oxadiazol-2-yl)isoindolin-2-yl)methyl)-4-oxo-4H-pyran-3-yl)oxy)methyl)piperidine-1-carboxylic acid tert-butyl ester